C(C)(=O)OCCC1=CC=CC2=C1O[C@@H](CN2C)C=2C=C(C1=C(C=C(O1)C)C2)C2=CC(=NC=C2)CNC(=O)OC(C)(C)C |r| (±)-2-(2-(7-(2-(((tert-butoxycarbonyl)amino)methyl)pyridin-4-yl)-2-methylbenzofuran-5-yl)-4-Methyl-3,4-dihydro-2H-benzo[b][1,4]oxazin-8-yl)ethyl acetate